BrC1=NC=CC(=C1)N1CCC(CC1)CCCCCCCCOC1OCCCC1 2-bromo-4-{4-[8-(oxan-2-yloxy)octyl]piperidin-1-yl}pyridine